N1=C2C(=C(C=C1)C=1C=C(C=CC1)[C@]1(C3=C(NC=4N=CC=CC14)CC(CC3=O)(C)C)CC)CCC2 (R)-5-(3-(6,7-dihydro-5H-cyclopenta[b]pyridin-4-yl)phenyl)-5-ethyl-8,8-dimethyl-5,8,9,10-tetrahydrobenzo[b][1,8]naphthyridin-6(7H)-one